C(C=1C(C(=O)O)=CC=CC1)(=O)O.NC1=CC=CC=C1 aniline hydrogen phthalate